tert-butyl 3-cyano-6-methyl-2-(2-(4-(methylsulfinyl)phenyl)acetamido)-6,7-dihydrothieno[3,2-c]pyridine-5(4H)-carboxylate C(#N)C1=C(SC2=C1CN(C(C2)C)C(=O)OC(C)(C)C)NC(CC2=CC=C(C=C2)S(=O)C)=O